CN(C[C@H](C)N1N=CC(=C1C)C=1C=C(C=2N(C1)N=CC2C#N)SC2=NC=CC=C2F)C (S)-6-(1-(1-(dimethylamino)propan-2-yl)-5-methyl-1H-pyrazol-4-yl)-4-((3-fluoropyridin-2-yl)thio)pyrazolo[1,5-a]pyridine-3-carbonitrile